BrC=1SC(=C(N1)C(=O)N[C@H](C(=O)NC=1C(N(C=CC1)CC(=O)NC1C2CC3CC(CC1C3)C2)=O)CCC(C(=O)NC)=O)Br (S)-2-(2,5-dibromothiazole-4-carboxamido)-N1-(1-(2-(2-adamantylamino)-2-oxoethyl)-2-oxo-1,2-dihydropyridin-3-yl)-N6-methyl-5-oxohexanediamide